3-(2-(((S)-1-Benzylpyrrol-2-yl)methoxy)-7-chloro-8-fluoropyrido[4,3-d]pyrimidin-4-yl)-3,8-diazabicyclo[3.2.1]octane-8-carboxylic acid tert-butyl ester C(C)(C)(C)OC(=O)N1C2CN(CC1CC2)C=2C1=C(N=C(N2)OCC=2N(C=CC2)CC2=CC=CC=C2)C(=C(N=C1)Cl)F